CC1(NC(CC(C1)N)(C)C)C 2,2,6,6-tetramethyl-4-piperidineamine